C(#N)C=1C=CC(=C2C=CC=NC12)N1C[C@H]2N(CCN(CC2)C=2C=CC(=NC2)N2CCN(CC2)C(=O)OC(C)(C)C)[C@@H](C1)C tert-butyl 4-[5-[(4R,10aS)-2-(8-cyano-5-quinolyl)-4-methyl-1,3,4,6,7,9,10,10a-octahydropyrazino[1,2-d][1,4]diazepin-8-yl]-2-pyridyl]piperazine-1-carboxylate